4-(((7-azabicyclo[2.2.1]heptan-7-yl)sulfonyl)carbamoyl)-2-fluoro-3-methoxybenzoic acid C12CCC(CC1)N2S(=O)(=O)NC(=O)C2=C(C(=C(C(=O)O)C=C2)F)OC